3-((S)-1-(8-amino-1-methylimidazo[1,5-a]pyrazin-3-yl)ethyl)-5-chloro-6-fluoro-N-((1R,2R)-2-hydroxycyclopentyl)-2-isopropoxybenzamide NC=1C=2N(C=CN1)C(=NC2C)[C@@H](C)C=2C(=C(C(=O)N[C@H]1[C@@H](CCC1)O)C(=C(C2)Cl)F)OC(C)C